CC1=C(N(C2=CC(=C(C=C12)N=C(C1=CC=CC=C1)C1=CC=CC=C1)C(=O)O)CC(F)(F)F)C.C(C)(C)(C)OC(=O)N([C@@H](CCC(N)=O)C(=O)O)C(=O)OC(C)(C)C tert-Butyloxycarbonyl-(BOC)L-glutamine methyl-5-(benzhydrylideneamino)-2-methyl-1-(2,2,2-trifluoroethyl)indole-6-carboxylate